2-[2-[tert-butyl(dimethyl)silyl]oxyethoxy]ethanol [Si](C)(C)(C(C)(C)C)OCCOCCO